CN1N=C(C=C1C1=CC=CC=C1)C(=O)N1[C@@H](CCCC1)COC=1C=C2CN(C(C2=CC1)=O)C1C(NC(CC1)=O)=O 3-(5-(((S)-1-(1-methyl-5-phenyl-1H-pyrazole-3-carbonyl)piperidin-2-yl)methoxy)-1-oxoisoindolin-2-yl)piperidine-2,6-dione